tert-butyl N-[(3R)-1-{6-[(2-{2-[(6-chlorohexyl)oxy]ethoxy}ethyl)carbamoyl] hexyl}-4,4-dimethylpyrrolidin-3-yl]carbamate ClCCCCCCOCCOCCNC(=O)CCCCCCN1C[C@@H](C(C1)(C)C)NC(OC(C)(C)C)=O